O1C(=CC=C1)C1=NC(=NC=C1C=1C=C2C(=NC=NC2=CC1)C)N 4-(furan-2-yl)-5-(4-methylquinazolin-6-yl)pyrimidin-2-amine